but-2-en-1-amine dihydrochloride Cl.Cl.C(C=CC)N